CS(=O)(=O)OCC1=NC(=NC=C1)Cl (2-chloropyrimidin-4-yl)methyl methanesulfonate